C(C)(C)(C)OC([C@H](NC([C@H](N)CCC(=O)O)=O)CCC(=O)OC(C)(C)C)=O D-glutamyl-D-glutamic acid di-tert-butyl ester